C1=CC(=CC=2OC3=C(C21)C=CC=C3)C=3C=C(C=CC3)S 3-(dibenzo[b,d]furan-3-yl)thiophenol